ClC=1C(=C(C(=CC1Cl)Cl)OC(C(=O)OC1=C(C(=C(C=C1Cl)Cl)Cl)C(=O)OCCCC1=CC=CC=C1)=O)C(=O)OCCCC1=CC=CC=C1 bis{3,4,6-trichloro-2-[(3-phenylpropoxy) carbonyl] phenyl}oxalate